6-methyl-4-[(1-methylcyclopropyl)amino]-N-[(3-methyloxetan-3-yl)methyl]furo[2,3-d]pyrimidine-5-carboxamide CC1=C(C2=C(N=CN=C2NC2(CC2)C)O1)C(=O)NCC1(COC1)C